C1(=CC=CC=C1)/C=C/C=NC1=C(C(=O)OC)C=CC=C1 methyl 2-(((E)-3-phenylallylidene)amino)benzoate